ClC1=C(C=NC(=C1)N1CCN(CC1)C)CNC1=NN2C(NC(=CC2=O)CCC)=N1 2-[[4-chloro-6-(4-methylpiperazin-1-yl)-3-pyridinyl]methylamino]-5-propyl-4H-[1,2,4]triazolo[1,5-a]pyrimidin-7-one